C(C=C)(=O)N1C(C(CCC1)CNC1=C2C(=NC=C1C(=O)N)NC=C2)C 4-(((1-Acryloyl-2-methylpiperidin-3-yl)methyl)amino)-1H-pyrrolo[2,3-b]pyridine-5-carboxamide